N(=[N+]=[N-])CCCCCNC([C@H]([C@H](C)OCC1=CC=CC=C1)NC(OC(C)(C)C)=O)=O tert-butyl ((2S,3S)-1-((5-azidopentyl)amino)-3-(benzyloxy)-1-oxobutan-2-yl)carbamate